ClC1=CC=C2C(=NC(=NC2=C1)C)SCC(=O)C1=CC=C(S1)CNC(C(C)(C)C)=O N-((5-(2-((7-chloro-2-methylquinazolin-4-yl)thio)acetyl)thiophen-2-yl)methyl)pivalamide